Benzo[b]phosphole P1C2=C(C=C1)C=CC=C2